C(C)N1C2=C([C@H]([C@@H](C1=O)NC(C1=CC(=CC=C1)C(F)(F)F)=O)C1=CC(=CC=C1)CNC(C(=C)CO)=O)C=NN2C2=CC=CC=C2 N-((4R,5S)-7-ethyl-4-(3-((2-(hydroxymethyl)acrylamido)methyl)phenyl)-6-oxo-1-phenyl-4,5,6,7-tetrahydro-1H-pyrazolo[3,4-b]pyridin-5-yl)-3-(trifluoromethyl)benzamide